1-[2-(2-chloro-4-pyridyl)ethoxy]-2-methyl-propan-2-ol ClC1=NC=CC(=C1)CCOCC(C)(O)C